7-(2-fluorophenyl)-N-[(6S)-4-methyl-5-oxo-7,8-dihydro-6H-pyrazolo[1,5-a][1,3]diazepin-6-yl]-6,7-dihydro-5H-pyrrolo[1,2-b][1,2,4]triazole-2-carboxamide FC1=C(C=CC=C1)C1CCN2N=C(N=C21)C(=O)N[C@@H]2C(N(C=1N(CC2)N=CC1)C)=O